3-chloro-5-((2-(4-chlorobenzyl)-1-methyl-3-oxo-1,2,3,4,6,7-hexahydro-5H-pyrazolo[4,3-c]pyridin-5-yl)methyl)benzonitrile ClC=1C=C(C#N)C=C(C1)CN1CC2=C(CC1)N(N(C2=O)CC2=CC=C(C=C2)Cl)C